4-bromo-5-iodo-6-(trifluoromethyl)-1H-indazole BrC1=C2C=NNC2=CC(=C1I)C(F)(F)F